N1(CCOCC1)C=1OC2=C(C=CC=C2C(C1)=O)C=CC1=CC=CC=C1 2-Morpholin-4-yl-8-styrylchromen-4-one